3-sulfobenzyl-ammonium hydroxide [OH-].S(=O)(=O)(O)C=1C=C(C[NH3+])C=CC1